C(C)(C)(C)N1N=C(C=C1NC(CC1=CC(=NO1)C)=O)C1CCC(CC1)O[Si](C1=CC=CC=C1)(C1=CC=CC=C1)C(C)(C)C N-(1-(tert-butyl)-3-((1s,4s)-4-((tert-butyldiphenylsilyl)oxy)cyclohexyl)-1H-pyrazol-5-yl)-2-(3-methylisoxazol-5-yl)acetamide